[N-]=[N+]=[N-].C(CCCCCCCCCCCCCCC)[N+](CC)(CC)CC cetyltriethylammonium azide